N-((S)-1-(6-((3R,5S)-3,5-Dimethylpiperazin-1-yl)pyridin-2-yl)propyl)-5-(tetrahydro-2H-pyran-4-yl)-7H-pyrrolo[2,3-d]pyrimidin-4-amine C[C@@H]1CN(C[C@@H](N1)C)C1=CC=CC(=N1)[C@H](CC)NC=1C2=C(N=CN1)NC=C2C2CCOCC2